C1(=C(C(=CC(=C1)C)C)C(=O)O)C mesitic acid